(9,10-Bis(naphthalen-2-yl)anthracen-2-yl)diphenylphosphine oxide C1=C(C=CC2=CC=CC=C12)C=1C2=CC=CC=C2C(=C2C=CC(=CC12)P(C1=CC=CC=C1)(C1=CC=CC=C1)=O)C1=CC2=CC=CC=C2C=C1